7,11-dioxa-19,22,23-triazapentacyclo[16.5.2.12,6.012,17.021,24]hexacosa-1(23),2(26),3,5,12,14,16,18,20,24-decaen-9-ol C=12C=3C=CC=C(OCC(COC4=CC=CC=C4C4=NC=C(NN1)C2=C4)O)C3